N-(3-(1H-pyrazol-1-yl)benzyl)-N-(3-methoxybenzyl)-4-methyloxazol-2-amine N1(N=CC=C1)C=1C=C(CN(C=2OC=C(N2)C)CC2=CC(=CC=C2)OC)C=CC1